(Z)-2-(benzo[d]thiazol-6-ylamino)-5-((1-methyl-1H-indazol-5-yl)methylene)-3,5-dihydro-4H-imidazol-4-one S1C=NC2=C1C=C(C=C2)NC2=N\C(\C(N2)=O)=C/C=2C=C1C=NN(C1=CC2)C